3-{8-methoxy-7-[3-(pyrrolidin-1-yl)propoxy]-5H-pyrido[4,3-b]indol-1-yl}-8-oxa-3-azabicyclo[3.2.1]octane COC1=CC=2C3=C(NC2C=C1OCCCN1CCCC1)C=CN=C3N3CC1CCC(C3)O1